C(#N)C1=CN=C2N1C(=CC(=C2)B(O)O)OC(C2(CC2)OC)C2=NC=C(C=C2)F [3-Cyano-5-[(5-fluoro-2-pyridyl)-(1-methoxycyclopropyl)methoxy]imidazo[1,2-a]pyridin-7-yl]boronic acid